(7S)-7-methyl-N-[(3S)-7,9-difluoro-2-oxo-1,3,4,5-tetrahydro-1-benzazepine-3-yl]-7-(trifluoromethyl)-5H-furo[3,4-d]Pyrimidine-2-carboxamide C[C@@]1(OCC2=C1N=C(N=C2)C(=O)N[C@@H]2C(NC1=C(CC2)C=C(C=C1F)F)=O)C(F)(F)F